(E)-1-(4-chlorophenyl)-3-(3-hydroxy-4-methoxyphenyl)prop-2-en-1-one ClC1=CC=C(C=C1)C(\C=C\C1=CC(=C(C=C1)OC)O)=O